C(#N)C1=CN=CC(=N1)C=1C=CC(=NC1)NC(C(C)(C)C=1N=C(SC1)NS(=O)(=O)C1CC1)=O N-(5-(6-cyanopyrazin-2-yl)pyridin-2-yl)-2-(2-(cyclopropanesulfonamido)thiazol-4-yl)-2-methylpropanamide